5-(benzyloxy)-2-methyl-N-(2-oxopyrrolidin-3-yl)benzofuran-3-carboxamide C(C1=CC=CC=C1)OC=1C=CC2=C(C(=C(O2)C)C(=O)NC2C(NCC2)=O)C1